(2S)-4-[2-(2,2-difluoroethoxy)ethyl-[4-(5,6,7,8-tetrahydro-1,8-naphthyridin-2-yl)butyl]amino]-2-(diisopropylcarbamoylamino)butanoic acid FC(COCCN(CC[C@@H](C(=O)O)NC(N(C(C)C)C(C)C)=O)CCCCC1=NC=2NCCCC2C=C1)F